tetramethylenebis(dimethylpropylammonium) C[N+](CCCC[N+](CCC)(C)C)(CCC)C